ClC(C(=O)OC(C(Cl)Cl)=O)Cl dichloroacetic anhydride